C1=C(C=C)O1 epoxy-1,3-butadiene